N-{2-[(3R)-3-(aminomethyl)-3-fluoropiperidin-1-yl]-4-(2-fluorophenoxy)-3-(trifluoromethyl)phenyl}-1-(pyridazin-4-yl)-1H-pyrazole-3-carboxamide monobutanedioate C(CCC(=O)O)(=O)O.NC[C@]1(CN(CCC1)C1=C(C=CC(=C1C(F)(F)F)OC1=C(C=CC=C1)F)NC(=O)C1=NN(C=C1)C1=CN=NC=C1)F